(2s,4s)-2'-chloro-2-(1-methyl-1H-1,2,3-triazol-4-yl)-4',5'-dihydrospiro[piperidine-4,7'-thieno[2,3-c]pyran]-4'-ol ClC1=CC2=C([C@@]3(OCC2O)C[C@H](NCC3)C=3N=NN(C3)C)S1